N-{2-[bis(carboxymethyl)amino]-4-ethoxyphenyl}-N-(carboxymethyl)glycine C(=O)(O)CN(C1=C(C=CC(=C1)OCC)N(CC(=O)O)CC(=O)O)CC(=O)O